NC=1C=C(C=CC1)C1=NNC(=N1)NCC1=C(C=CC=C1F)Cl 3-(3-aminophenyl)-N-(2-chloro-6-fluorobenzyl)-1H-1,2,4-triazol-5-amine